FC[C@@H]1[C@H]([C@H]([C@@H](O1)N1C=NC=2C(N)=NC=NC12)O)O 5'-deoxy-5'-fluoroadenosine